[1,3]Dioxol-5-ylmethylamine O1COC=C1CN